N,5-dimethyl-1H-indazole-7-sulfonamide CNS(=O)(=O)C=1C=C(C=C2C=NNC12)C